3-fluoro-4-(4-methylpiperazin-1-yl)aniline FC=1C=C(N)C=CC1N1CCN(CC1)C